ClC1=CC=C(C[C@@H]2N(C[C@@H](OC2)CS(=O)C)C2CCNCC2)C=C1 4-((2R,5S)-5-(4-chlorobenzyl)-2-((methylsulfinyl)methyl)morpholino)piperidin